1'-(6-amino-5-((2-amino-3-chloropyridin-4-yl)thio)pyrazin-2-yl)-4,5-dihydrospiro[cyclopenta[b]furan-6,4'-piperidin]-5-amine NC1=C(N=CC(=N1)N1CCC2(CC1)C(CC1=C2OC=C1)N)SC1=C(C(=NC=C1)N)Cl